4-((4-(1-(tert-Butyl)-1H-pyrazol-4-yl)pyridin-2-yl)((4-(4-methoxy-3-methylphenyl)bicyclo[2.2.2]octan-1-yl)methyl)carbamoyl)(trans-cyclohexyl) 3-hydroxy-3-methylazetidine-1-carboxylate OC1(CN(C1)C(=O)O[C@@H]1CC[C@H](CC1)C(N(CC12CCC(CC1)(CC2)C2=CC(=C(C=C2)OC)C)C2=NC=CC(=C2)C=2C=NN(C2)C(C)(C)C)=O)C